3-(N-(4-chloro-5-cyano-2-(3,3-difluorocyclobutoxy)phenyl)sulfamoyl)-4-cyclopropylbenzoic acid ClC1=CC(=C(C=C1C#N)NS(=O)(=O)C=1C=C(C(=O)O)C=CC1C1CC1)OC1CC(C1)(F)F